5-Chloro-N4-(5-cyclopropyl-1H-pyrazol-3-yl)-N2-(1-phenylpropyl)pyrimidine-2,4-diamine ClC=1C(=NC(=NC1)NC(CC)C1=CC=CC=C1)NC1=NNC(=C1)C1CC1